N-(2-((3-amino-1-methyl-1H-pyrazol-5-yl)oxy)-5-methylpyridin-3-yl)-4-chloro-3-(trifluoromethyl)benzenesulfonamide NC1=NN(C(=C1)OC1=NC=C(C=C1NS(=O)(=O)C1=CC(=C(C=C1)Cl)C(F)(F)F)C)C